[(3S)-3-(5-methyl-3-pyridyl)isoxazolidin-2-yl]-(4-piperidyl)methanone CC=1C=C(C=NC1)[C@H]1N(OCC1)C(=O)C1CCNCC1